(3-chloro-4-fluorophenyl)-2,3-dihydrobenzobenzo[b]naphtho[2,3-d]thiophen-3-ylboronic acid ClC=1C=C(C=CC1F)C=1CC(C=C2C1C=1SC3=C(C1C=C2)C=C2C=CC=CC2=C3)B(O)O